(S)-6-fluoro-2-(hydroxymethyl)-1-(oxetan-2-ylmethyl)-1H-thieno[2,3-d]imidazole FC1=CSC=2N=C(N(C21)C[C@H]2OCC2)CO